4-(4-fluorophenyl)-6-isopropyl-2-(N-methyl-N-methanesulfonylamino)-5-pyrimidinecarbaldehyde FC1=CC=C(C=C1)C1=NC(=NC(=C1C=O)C(C)C)N(S(=O)(=O)C)C